NCC1=C(C=C(C=C1)Br)SSC1=C(C=CC(=C1)Br)CN [2-[[2-(aminomethyl)-5-bromo-phenyl]disulfanyl]-4-bromo-phenyl]methanamine